NC=1C=CC=2C(C3=CC=C(C=C3OC2C1)N)(C(F)(F)F)C(F)(F)F 3,6-diamino-9,9-bis(trifluoromethyl)xanthene